[Ru](=O)=O Ruthenium-Dioxid